C(C=C)(=O)N1C[C@H](C[C@@H]1COC)N1N=C(C(=C1NC)C(=O)N)C#CC1=CC2=C(N(C=N2)CC)C=C1 1-((3S,5R)-1-acryloyl-5-(methoxymethyl)pyrrolidin-3-yl)-3-((1-ethyl-1H-benzo[d]imidazol-5-yl)ethynyl)-5-(methylamino)-1H-pyrazole-4-carboxamide